BrC=1C(=C(C=CC1)C1=NC2=C(N1)C(=CC(=C2)CO)C#N)C 2-(3-bromo-2-methylphenyl)-5-(hydroxymethyl)-1H-benzo[d]imidazole-7-carbonitrile